[Si](C)(C)(C(C)(C)C)OC12CC(C1)(C2)CN2N=C1C(=CC=C(C1=C2)N2CCN(CC2)C(=O)OC(C)(C)C)C(NC=2C=C(C=1N(C2)C=C(N1)C)F)=O tert-butyl 4-[2-({3-[(tert-butyldimethylsilyl)oxy]bicyclo[1.1.1]pentan-1-yl}methyl)-7-({8-fluoro-2-methylimidazo[1,2-a]pyridin-6-yl} carbamoyl)indazol-4-yl]piperazine-1-carboxylate